C(=O)O.ClC1=C(C(=O)N2CCC(CC2)C(=O)NCC2(CNC2)O)C=CC(=C1)NC(=O)C=1N(C(=CN1)C1=C(C(=C(C=C1)OC)F)F)C 1-[2-chloro-4-[[5-(2,3-difluoro-4-methoxy-phenyl)-1-methyl-imidazole-2-carbonyl]amino]benzoyl]-N-[(3-hydroxyazetidin-3-yl)methyl]piperidine-4-carboxamide formate